COC=1C(=C2C=CN(C2=C(C1)C)C(=O)OC(C)(C)C)CN1[C@@H](CC(CC1)CC#C)C1=CC=C(C=C1)C(=O)OC tert-butyl 5-methoxy-4-(((2S)-2-(4-(methoxycarbonyl)phenyl)-4-(prop-2-yn-1-yl)piperidin-1-yl)methyl)-7-methyl-1H-indole-1-carboxylate